NC(C(=O)O)CC(C)C alpha-amino-gamma-methyl-valeric acid